CN1N=C(C(=C1)NC1=NN(C2=CC(=CC=C12)C(C)(C)O)C)C 2-{3-[(1,3-dimethyl-1H-pyrazol-4-yl)amino]-1-methyl-1H-indazol-6-yl}propan-2-ol